2E-decenoic acid-N-isobutylamide C(C(C)C)NC(\C=C\CCCCCCC)=O